C1(=CC(=CC=C1)NC(C)=O)C N-(m-tolyl)acetamide